4-(3-oxoisothiazol-2(3H)-yl)benzoic acid ethyl ester C(C)OC(C1=CC=C(C=C1)N1SC=CC1=O)=O